FC1=CC=C(C=C1)C(CN1CCC(CC1)CN(C(=O)NCC1=NC(=CC=C1)OC)C)=O 1-((1-(2-(4-Fluorophenyl)-2-oxoethyl)piperidin-4-yl)methyl)-3-((6-methoxypyridin-2-yl)methyl)-1-methylurea